ethyl 6-(4-chloro-3-fluorophenyl)-3-cyclobutyl-4-oxo-4,5-dihydropyrazolo[1,5-a]pyrazine-2-carboxylate ClC1=C(C=C(C=C1)C=1NC(C=2N(C1)N=C(C2C2CCC2)C(=O)OCC)=O)F